C(CCCCCCC(=O)OC(CCCCCCCC)CCCCCCCC)(=O)O[C@H](COCC1=CC=CC=C1)COC(CCCCC(=O)OC(CCCCCCCC)CCCCCCCC)=O (R)-1-(1-(benzyloxy)-3-((6-(heptadecan-9-yloxy)-6-oxohexanoyl)oxy)propan-2-yl) 8-(heptadecan-9-yl) octanedioate